CC1(CC(CC(C1)(C)C)(C)C)N 1,3,3,5,5-pentamethylcyclohexylamine